3-Methyl-3-{2-[4-(trifluoromethyl)phenyl]ethynyl}pyrrolidine-1-carboxylic acid tert-butyl ester C(C)(C)(C)OC(=O)N1CC(CC1)(C#CC1=CC=C(C=C1)C(F)(F)F)C